5-[(2-fluorophenyl)amino]-4-methylpyridine-3-carboxylic acid methyl ester COC(=O)C=1C=NC=C(C1C)NC1=C(C=CC=C1)F